C1(CC1)C(\C=C/N(C)C)=O (Z)-1-cyclopropyl-3-(dimethylamino)prop-2-en-1-one